N2-acetyl-9-[(2,3-diacetoxypropoxy)methyl]Guanine C(C)(=O)NC=1NC(C=2N=CN(C2N1)COCC(COC(C)=O)OC(C)=O)=O